[Ca+2].C(CN(CC(=O)[O-])CC(=O)[O-])N(CC(=O)[O-])CC(=O)[O-].[Ca+2] ethylenediaminetetraacetic acid calcium salt